6-Chloro-N-(2-(furan-2-yl)-5-((methylamino)methyl)phenyl)pyridine-3-sulfonamide ClC1=CC=C(C=N1)S(=O)(=O)NC1=C(C=CC(=C1)CNC)C=1OC=CC1